ClC1=C(C=CC=C1)N1C(N=C(C2=C(C=C(C=C12)C(F)(F)F)OC)NC)=O 1-(2-Chlorophenyl)-5-methoxy-4-(methylamino)-7-(trifluoromethyl)quinazolin-2(1H)-one